2-[[3-(dimethylamino)propyl]methyl-amino]ethanol CN(CCCN(CCO)C)C